C(C)(CC)NC1=CC=C(C=C1)CC1=CC=C(NC2=CC=C(C=C2)CC2=CC=C(C=C2)NC(C)CC)C=C1 4-[(4-sec-butylaminophenyl)methyl]-N-[4-[(4-sec-butylaminophenyl)methyl]phenyl]aniline